FC1=C(C=CC(=C1F)C=1C(=NN(C1)CCNC(NC1=NC=CC=C1)=O)C)C1=CN=C(N1C)C(=O)N 5-[2,3-difluoro-4-[3-methyl-1-[2-(2-pyridylcarbamoylamino)ethyl]pyrazol-4-yl]phenyl]-1-methyl-imidazole-2-carboxamide